S1C(=NC=C1)NC(=O)OC(C)(C)C tert-butyl thiazole-2-carbamate